1,2,3,3,4,4-hexafluoro-1,2-bis[4-(amino)phenoxy]cyclobutane antimony copper silver gold [Au].[Ag].[Cu].[Sb].FC1(C(C(C1(F)F)(F)F)(OC1=CC=C(C=C1)N)F)OC1=CC=C(C=C1)N